ClC=1C=C(C=2N(N1)C(=NN2)C(C)C)NC2=CC=NC=C2 6-chloro-3-isopropyl-N-(4-pyridyl)-[1,2,4]triazolo[4,3-b]pyridazin-8-amine